(E)-undec-2-ene C\C=C\CCCCCCCC